9-(((2S,3S,4S)-3-ethyl-4-fluoro-5-oxopyrrolidin-2-yl)methoxy)-7-fluoro-5a,9a-dihydroimidazo[1,2-a]quinoline-4-carboxamide C(C)[C@H]1[C@H](NC([C@H]1F)=O)COC1=CC(=CC2C=C(C=3N(C12)C=CN3)C(=O)N)F